C(C)OC(C(C(=O)OCC)C1=C(C(=O)O)C=C(C(=C1)OC[2H])OC)=O 2-(1,3-Diethoxy-1,3-dioxopropan-2-yl)-5-methoxy-4-(deutero-methoxy)benzoic acid